FC1=C(COC=2C=CC3=C(C(=C(O3)C)C(=O)NC3(COCC3)CO)C2)C=CC=C1 5-((2-fluorobenzyl)oxy)-N-(3-(hydroxymethyl)tetrahydrofuran-3-yl)-2-methylbenzofuran-3-carboxamide